4-bromo-2,3-difluoro-N,N-dimethylaniline BrC1=C(C(=C(N(C)C)C=C1)F)F